[C@@H]1([C@H](O)[C@H](O)[C@H](O1)CO)N1C(N=CC=C1)=O 1-beta-D-ribofuranosyl-2(1H)-pyrimidinone